O1COC2=C1C=CC(=C2)C2=NN(C1=C2C=NC=2C=CC=CC12)C1=CC(=C(C=C1)C)C 3-(1,3-Benzodioxol-5-yl)-1-(3,4-dimethylphenyl)-1H-pyrazolo[4,3-c]quinoline